FC(C1=NN(C=C1NC(=O)C=1C=NN2C1N=C(C=C2)N2C[C@H](CCC2)O)C2CCNCC2)F (S)-N-(3-(difluoromethyl)-1-(piperidine-4-yl)-1H-pyrazol-4-yl)-5-(3-hydroxypiperidin-1-yl)pyrazolo[1,5-a]pyrimidine-3-formamide